benzyloxycarbonyl-alpha-t-butyl-L-lysine C(C1=CC=CC=C1)OC(=O)N[C@@](CCCCN)(C(=O)O)C(C)(C)C